C(C)(=O)[O-].C(C)C=1[NH2+]C=CC1 2-ethylpyrrolium acetate